C(C)P(=O)(CC)C1=CC2=C(N=C(N=C2N[C@H](C)C=2C(=C(C=CC2)C(C(C)(O)C)(F)F)F)C)N=C1 1-[3-[(1R)-1-[(6-diethylphosphoryl-2-methyl-pyrido[2,3-d]pyrimidin-4-yl)amino]ethyl]-2-fluoro-phenyl]-1,1-difluoro-2-methyl-propan-2-ol